FC1=C(C(=CC(=C1)OCCCC1CCN(CC1)C1=NC=C(C=N1)COC)F)CC(=O)N1C[C@@H](CC1)CNCC(CO)(CO)O 2-[2,6-difluoro-4-[3-[1-[5-(methoxymethyl)pyrimidin-2-yl]-4-piperidyl]propoxy]phenyl]-1-[(3S)-3-[[[2,3-dihydroxy-2-(hydroxymethyl)propyl]amino]methyl]-pyrrolidin-1-yl]ethanone